FC(F)(F)CC(=O)O.FC(F)(F)OC(C)=O.C(C)(C)(C)OC(C)=O acetic acid tert-butyl ester trifluoromethyl-acetate (trifluoromethylacetate)